C(#N)C(C)(C)C1=CC=2N(C=C1)C(=CN2)C2=CC(=C(C(=O)NCC1=NN(C=C1)C)C(=C2)OC)OC(F)F 4-[7-(1-cyano-1-methylethyl)imidazo[1,2-a]pyridin-3-yl]-2-(difluoromethoxy)-6-methoxy-N-[(1-methylpyrazol-3-yl)methyl]benzamide